6-chloro-N-(6-(4-fluorophenyl)-3-nitropyridin-2-yl)nicotinamide ClC1=NC=C(C(=O)NC2=NC(=CC=C2[N+](=O)[O-])C2=CC=C(C=C2)F)C=C1